2-methyl-6-(1H-pyrazol-1-yl)pyridine CC1=NC(=CC=C1)N1N=CC=C1